1-(5-hexen-1-yl)-2-methyl-1H-imidazole C(CCCC=C)N1C(=NC=C1)C